5-nitro-1,3-dihydro-2H-inden-2-one [N+](=O)([O-])C=1C=C2CC(CC2=CC1)=O